methyl-N'-(3-methylpyridin-2-yl)acryloyl-hydrazine CNNC(C=CC1=NC=CC=C1C)=O